(1R,2S)-1-amino-6-bromo-2-indenol N[C@H]1C(=CC2=CC=C(C=C12)Br)O